CN(C(C(=O)N)=O)C N~1~,N~1~-dimethylethanediamide